8-acetyl-6-methyl-2-morpholino-3-(2,2,2-trifluoroethyl)quinazolin-4(3H)-one C(C)(=O)C=1C=C(C=C2C(N(C(=NC12)N1CCOCC1)CC(F)(F)F)=O)C